NC=1C=2N(C=CN1)C(=NC2)[C@H]2N(CCC2)CCOCCOCCOCCSC2=C1CN(C(C1=CC=C2)=O)C2C(NC(CC2)=O)=O 8-amino-3-((2S)-1-(2-(2-(2-(2-((2-(2,6-dioxopiperidin-3-yl)-1-Oxoisoindoline-4-yl)thio)ethoxy)ethoxy)ethoxy)ethyl)pyrrolidin-2-yl)imidazo[1,5-a]pyrazine